5-(2-chloro-5-cyanophenyl)-1H-indazole-1-carboxylate ClC1=C(C=C(C=C1)C#N)C=1C=C2C=NN(C2=CC1)C(=O)[O-]